FC(CF)C=1C(=C(C(=CC1C1OCCO1)F)[Si](C)(C)C)F (3-(1,2-difluoroethyl)-4-(1,3-dioxolan-2-yl)-2,6-difluorophenyl)trimethylsilane